SCC(CSC(CS)CC)SCC(CS)SC(CS)CC 2-((3-mercapto-2-((3-mercapto-2-((1-mercaptobutan-2-yl)thio)propyl)thio)propyl)thio)butane-1-thiol